ethoxy-4-{[2-(hydroxymethyl)-3-(4-hydroxy-3-methoxyphenyl)-4-oxacyclopentyl]methyl}phenolate C(C)OC1=C(C=CC(=C1)CC1C(C(OC1)C1=CC(=C(C=C1)O)OC)CO)[O-]